C(C)(=O)SCC1[C@H]2CN(C[C@@H]12)C(=O)OCC1=CC=CC=C1 Benzyl (1R,5S,6R)-6-((acetylthio)methyl)-3-azabicyclo[3.1.0]hexane-3-carboxylate